CC(C(=O)NC=1C=CC=C2C=CC=NC12)(C=C)C 2,2-dimethyl-N-(quinolin-8-yl)but-3-enamide